[N+](=O)([O-])C=1C=C(C[C@@]2(NCCC2)C(=O)O)C=CC1 α-(3-nitrobenzyl)-proline